1-(3-isopropyl-2-methyl-imidazol-4-yl)ethanone C(C)(C)N1C(=NC=C1C(C)=O)C